N-(3-(2-methoxy-3-(1-((3S,4S)-4-methoxytetrahydrofuran-3-yl)-1H-pyrazol-4-yl)phenyl)-1-methyl-1H-pyrazolo[3,4-c]pyridin-5-yl)cyclopropanecarboxamide COC1=C(C=CC=C1C=1C=NN(C1)[C@H]1COC[C@H]1OC)C1=NN(C2=CN=C(C=C21)NC(=O)C2CC2)C